7-bromo-N2-[(2,4-dimethoxyphenyl)methyl]-N4-(2-methoxyethyl)quinazoline-2,4-diamine BrC1=CC=C2C(=NC(=NC2=C1)NCC1=C(C=C(C=C1)OC)OC)NCCOC